C(\C=C\CCC)(=O)OCC=CCCC 2-Hexenyl (E)-2-hexenoate